(1-tert-butoxycarbonylindol-3-yl)boronic acid C(C)(C)(C)OC(=O)N1C=C(C2=CC=CC=C12)B(O)O